(2R,3R,4S,5S)-3-(2-ethyl-3,4-difluoro-phenyl)-4,5-dimethyl-5-(trifluoromethyl)tetrahydrofuran C(C)C1=C(C=CC(=C1F)F)[C@@H]1CO[C@@]([C@H]1C)(C(F)(F)F)C